3-(2-(4,4-difluoropiperidin-1-yl)-6-methylpyrimidine-4-yl)isothiazole FC1(CCN(CC1)C1=NC(=CC(=N1)C1=NSC=C1)C)F